C(C)C1=C(SC(=C1)C(=O)N)C(=O)N ethylthiophene-2,5-dicarboxamide